BrC=1C=CC(=C(C1)N1C[C@H]2CC[C@@H](C1)N2C(=O)OC(C)(C)C)C(NC2=NC(=NC(=C2)C)N2CCC(CC2)(F)F)=O tert-butyl (1r,5s)-3-(5-bromo-2-((2-(4,4-difluoropiperidin-1-yl)-6-methylpyrimidin-4-yl) carbamoyl) phenyl)-3,8-diazabicyclo[3.2.1]octane-8-carboxylate